5-{[(1S)-1-{6-chloro-7-[(2-hydroxy-2-methylpropyl)amino]-2-oxo-1,2-dihydroquinolin-3-yl}ethyl]amino}-1-methyl-6-oxo-1,6-dihydropyridine-2-carbonitrile ClC=1C=C2C=C(C(NC2=CC1NCC(C)(C)O)=O)[C@H](C)NC1=CC=C(N(C1=O)C)C#N